ClC=1C=NC(=NC1)N1CCC(CC1)CCCOC1=CC(=C(C=C1)CC(=O)N1CC(C1)CC(=O)NCCCS(=O)(=O)O)F 3-[[2-[1-[2-[4-[3-[1-(5-chloropyrimidin-2-yl)-4-piperidyl]propoxy]-2-fluoro-phenyl]acetyl]azetidin-3-yl]acetyl]amino]propane-1-sulfonic acid